3-[difluoro(isopropoxy)methyl]-6-[6-[(1S)-2,2-difluoro-1-methyl-ethoxy]-3-pyridinyl]-[1,2,4]triazolo[4,3-a]pyrazine FC(C1=NN=C2N1C=C(N=C2)C=2C=NC(=CC2)O[C@H](C(F)F)C)(OC(C)C)F